FC(C(F)F)(F)C(C(C(C(COCC(C(C(C(C(C(F)F)(F)F)(F)F)(F)F)(F)F)(F)F)(F)F)(F)F)(F)F)(F)F 1,1,2,2-tetrafluoroethyl-2,2,3,3,4,4,5,5-octafluoropentyl ether